FC1=CC=C2C=C(NC(C2=C1)=O)CCCN1CCC(=CC1)C1=CC=C(C=C1)F 7-fluoro-3-(3-(4-(4-fluorophenyl)-3,6-dihydropyridin-1(2H)-yl)propyl)isoquinolin-1(2H)-one